FN1C(OC(C2=C1C=CC=C2)C(F)(F)F)=O fluoro-4-(trifluoromethyl)-1,4-dihydro-2H-benzo[d][1,3]oxazin-2-one